FC1=CC=C(C=C1)[C@@H]1N(CCC2=CC=CC=C12)C(=O)O[C@@H]1C[C@@H](C1)NC(=O)OC(C)(C)C cis-3-((tert-butoxycarbonyl)amino)cyclobutyl (S)-1-(4-fluorophenyl)-3,4-dihydroisoquinoline-2(1H)-carboxylate